ClC1=NC=C2N(C(N(C2=N1)CC1=CC=C(C=C1)N1N=C(C=C1OCC)C(F)(F)F)=N)CC(F)(F)F 2-chloro-9-[[4-[5-ethoxy-3-(trifluoromethyl)pyrazol-1-yl]phenyl]methyl]-7-(2,2,2-trifluoroethyl)purin-8-imine